C(CNC(OC)=O)NC(O[C@@H]1CC[C@H](CC1)C(N(C[C@@H]1CC[C@H](CC1)C1=CC(=C(C=C1)OC)C)C1=CC(=CC=C1)C=1C=NN(C1)C1CC1)=O)=O trans-4-((3-(1-Cyclopropyl-1H-pyrazol-4-yl)phenyl)((trans-4-(4-methoxy-3-methylphenyl)cyclohexyl)methyl) carbamoyl)cyclohexyl methyl ethane-1,2-diyldicarbamate